(1R,2S,5S)-3-((S)-3,3-dimethyl-2-(2,2,2-trifluoroethanethioamido)butanoyl)-6,6-dimethyl-3-azabicyclo[3.1.0]hexane-2-carboxylic acid CC([C@@H](C(=O)N1[C@@H]([C@H]2C([C@H]2C1)(C)C)C(=O)O)NC(C(F)(F)F)=S)(C)C